C(C)OC1=CC=C(C=C1)N1[C@@H]2CN(C[C@H](C1)CC2(C)C)CC(CC#N)O 4-((1r,5s)-6-(4-ethoxyphenyl)-9,9-dimethyl-3,6-diazabicyclo[3.2.2]non-3-yl)-3-hydroxybutyronitrile